ClC=1C=C(C=O)C=CC1OCC=1C(=C(C=CC1)C1=C(C(=CC=C1)C1=NOC(=N1)CN1CCC(CC1)CO)C)C 3-chloro-4-((3'-(5-((4-(hydroxymethyl)piperidin-1-yl)methyl)-1,2,4-oxadiazol-3-yl)-2,2'-dimethyl-[1,1'-biphenyl]-3-yl)methoxy)benzaldehyde